2-(2-amino-4-(morpholine-4-carbonyl)quinolin-8-yl)-2-methylpropanenitrile NC1=NC2=C(C=CC=C2C(=C1)C(=O)N1CCOCC1)C(C#N)(C)C